ClC=1C=C2[C@@H](CO[C@]3(C[C@@H](N([C@@H](C3)C=3N=NN(C3)C)C(C(F)(F)F)=O)C)C2=CC1)O 1-[(1S,2'S,4S,6'S)-6-chloro-4-hydroxy-2'-methyl-6'-(1-methyltriazol-4-yl)spiro[isochromane-1,4'-piperidine]-1'-yl]-2,2,2-trifluoro-ethanone